(5-methacryloyloxypentyl)-3-phosphonopropionate C(C(=C)C)(=O)OCCCCCOC(CCP(=O)(O)O)=O